CC1(N=C(C=N1)C=1C(=NC(=C(C1)F)N(C)C)F)C(=O)NC1=CC(=C(C=C1)C(=O)N1CCN(CC1)C(=O)C1(CCNCC1)O)Cl 2-methyl-N-[3-chloro-4-[4-(4-hydroxy-piperidine-4-carbonyl)piperazine-1-carbonyl]phenyl]-5-[6-(dimethylamino)-2,5-difluoro-3-pyridinyl]-imidazole-2-carboxamide